2-diethylamino-1,3-dimethylimidazolinium C(C)N(C1[NH+](CCN1C)C)CC